(2S,3R,4S,5S)-3,4-dihydroxyl-N-meth-yl-5-(6-(((4-methylpyridin-2-yl)meth-yl)amino)-2-(pyridin-3-yl)-9H-purin-9-yl)-pyrrolidin-2-formamide O[C@@H]1[C@H](N[C@H]([C@@H]1O)N1C2=NC(=NC(=C2N=C1)NCC1=NC=CC(=C1)C)C=1C=NC=CC1)C(=O)NC